C(C=C)(=O)N1[C@H](CN(CC1)C1=C(C(=NC2=C(C(=C(C=C12)Cl)C1=CC=C(C2=C1N=C(S2)N)F)F)C)C#N)CC#N 4-((S)-4-Acryloyl-3-(cyanomethyl)piperazin-1-yl)-7-(2-amino-7-fluorobenzo[d]thiazol-4-yl)-6-Chloro-8-fluoro-2-methylquinoline-3-carbonitrile